NC1=NC(=C(C2=C1N=C(N2CC(CO)(CO)C)COCC)C)C 2-((4-amino-2-(ethoxymethyl)-6,7-dimethyl-1H-imidazo[4,5-c]pyridin-1-yl)methyl)-2-methylpropane-1,3-diol